2-[3-ethylsulfonyl-2-[5-oxo-3-(trifluoromethyl)-7H-pyrrolo[3,4-b]pyridin-6-yl]pyrazolo[1,5-a]pyridin-6-yl]-2-methyl-propanenitrile C(C)S(=O)(=O)C=1C(=NN2C1C=CC(=C2)C(C#N)(C)C)N2CC1=NC=C(C=C1C2=O)C(F)(F)F